C1(=CC=CC2=CC=CC=C12)N α-naphthylamine